OC(C)(C)C=1N=NNC1 4-(2-hydroxypropan-2-yl)-1H-1,2,3-triazol